2-fluoro-N-((2R)-3-methyl-1-(2-methyl-4-(pyridin-3-yl)-2,8-diazaspiro-[4.5]decan-8-yl)-1-oxobutan-2-yl)-5-(trifluoromethyl)benzamide FC1=C(C(=O)N[C@@H](C(=O)N2CCC3(C(CN(C3)C)C=3C=NC=CC3)CC2)C(C)C)C=C(C=C1)C(F)(F)F